5-methyl-piperazin-2-one CC1NCC(NC1)=O